N-(4-fluoro-3-((5-(4-methoxy-3-(trifluoromethyl)phenyl)-2-((1-methyl-1H-pyrazol-4-yl)amino)pyrimidin-4-yl)amino)phenyl)acrylamide FC1=C(C=C(C=C1)NC(C=C)=O)NC1=NC(=NC=C1C1=CC(=C(C=C1)OC)C(F)(F)F)NC=1C=NN(C1)C